(1-acryloyl-6-methylpiperidin-3-ylamino)-7-fluoro-4-(1-methyl-1H-pyrazol-4-yl)-1H-pyrrolo[3,4-c]pyridin-3(2H)-one C(C=C)(=O)N1CC(CCC1C)NC1NC(C=2C(=NC=C(C21)F)C=2C=NN(C2)C)=O